BrCCC(=O)NC1=C(C=C(C(=C1)NC1=NC=CC(=N1)N1N=C(C(=C1)CN(C)C)C1=CC=CC=C1)OC)N1CCOCC1 3-bromo-N-(5-((4-(4-((dimethylamino)methyl)-3-phenyl-1H-pyrazol-1-yl)pyrimidin-2-yl)amino)-4-methoxy-2-morpholinophenyl)propanamide